1-Undecyl-3-butylpiperidinium fluorid [F-].C(CCCCCCCCCC)[NH+]1CC(CCC1)CCCC